N-(6-Methoxy-2-(piperidin-4-yl)-2H-indazol-5-yl)-6-(trifluoromethyl)picolinamide COC=1C(=CC2=CN(N=C2C1)C1CCNCC1)NC(C1=NC(=CC=C1)C(F)(F)F)=O